dicyclopentadiene hexafluorophosphate F[P-](F)(F)(F)(F)F.C1=CC=CC1.C1=CC=CC1